N=1ON=C2C1C=CC(=C2)B2OC(C)(C)C(C)(C)O2 benzo[c][1,2,5]oxadiazol-5-boronic acid pinacol ester